C(C)N1C=NC=C1CN1C(=NC2=C1C=C(C=C2)C(=O)O)CN2CCN(CC2)C(C2=CC(=CC=C2)N(C2=CC=C(C=C2)C)C)=O 1-((1-Ethyl-1H-imidazol-5-yl)methyl)-2-((4-(3-(methyl(p-tolyl)amino)benzoyl)piperazin-1-yl)methyl)-1H-benzo[d]imidazole-6-carboxylic acid